ClC1=CC=2N(C=C1)N=CC2C2=CN=C(S2)C(=O)OC(C)(C)C tertbutyl 5-(5-chloropyrazolo[1,5-a]pyridin-3-yl)thiazole-2-carboxylate